2-trifluoromethyl-ethylamine FC(CCN)(F)F